N[C@@H]1CC[C@@H](N(C1)C(=O)C1=CC2=C(N(C(=N2)C2=CC=3C(=NC(=CC3)C3=C4C=NNC4=CC=C3C)N2CC2CC2)C)C(=C1)OC)C ((2S,5R)-5-amino-2-methylpiperidin-1-yl)(2-(1-(cyclopropylmethyl)-6-(5-methyl-1H-indazol-4-yl)-1H-pyrrolo[2,3-b]pyridin-2-yl)-7-methoxy-1-methyl-1H-benzo[d]imidazol-5-yl)methanone